FC=1C=CC(=C(C1)C(C)NC(CN1C(NC2=CC=CC=C2C1=O)=O)=O)N1CCN(CC1)C N-[1-[5-Fluoro-2-(4-methyl-1-piperazinyl)phenyl]ethyl]-1,4-dihydro-2,4-dioxo-3(2H)-quinazolineacetamide